O1N=CN=C1 [1,2,4]-oxadiazole